C1(=CC=CC=C1)P(C1=CC=CC=C1)(C1=CC=CC=C1)[Pd](P(C1=CC=CC=C1)(C1=CC=CC=C1)C1=CC=CC=C1)Cl bis-(triphenylphosphino)-palladium chloride